2-methylazetidin CC1NCC1